C1(CC1)C1=C(C(=NO1)C1=C(C=CC=C1Cl)Cl)COC1CCN(CC1)C1=CC(=C(C=C1)C1=NN(C(=C1)C(=O)O)C)F 3-(4-(4-((5-cyclopropyl-3-(2,6-dichlorophenyl)isoxazol-4-yl)methoxy)piperidin-1-yl)-2-fluorophenyl)-1-methyl-1H-pyrazole-5-carboxylic acid